ClC=1C=C(C=C(C1)Cl)CC(C)O 1-(3,5-dichlorophenyl)propan-2-ol